C1(=CC=CC=C1)C1=CC=CC(=N1)B(O)O 6-phenylpyridine-2-boronic acid